C=1=CCC=CC1 1,4-cyclohexenediene